C(CCCCCC(=O)OC)(=O)OC 1,7-dimethyl pimelate